(3Z)-7,7-dioctyloxy-3-hepten-1-ol C(CCCCCCC)OC(CC\C=C/CCO)OCCCCCCCC